Methylpentenic acid CC(C(=O)O)=CCC